N(=[N+]=[N-])CS(=O)(=O)CC 1-(azidomethylsulfonyl)ethane